FC1=C(C=CC2=C1OC1=C2C=CC(=C1F)OC(F)(F)F)C1=CCC(CC1)CCC 4,6-difluoro-3-(4-propyl-cyclohex-1-enyl)-7-trifluoromethoxy-dibenzofuran